ethyl cyclohexenoate C1(=CCCCC1)C(=O)OCC